[(2-naphthyloxy)methyl]oxirane C1=C(C=CC2=CC=CC=C12)OCC1OC1